(2S,3R,11aS)-N-[(2,4-Difluorophenyl)methyl]-6-hydroxy-5,7-dioxo-2,3-diphenyl-2,3,5,7,11,11a-hexahydro[1,3]oxazolo[3,2-a]pyrido[1,2-d]pyrazine-8-carboxamide FC1=C(C=CC(=C1)F)CNC(=O)C=1C(C(=C2N(C[C@H]3N(C2=O)[C@@H]([C@@H](O3)C3=CC=CC=C3)C3=CC=CC=C3)C1)O)=O